(S)-2-((1-(4-methoxybenzyl)-6-oxo-5-(trifluoromethyl)-1,6-dihydropyridazin-4-yl)amino)-N-((R)-2-oxo-1-(1-(5-(trifluoromethyl)pyrimidin-2-yl)piperidin-4-yl)pyrrolidin-3-yl)propanamide COC1=CC=C(CN2N=CC(=C(C2=O)C(F)(F)F)N[C@H](C(=O)N[C@H]2C(N(CC2)C2CCN(CC2)C2=NC=C(C=N2)C(F)(F)F)=O)C)C=C1